tert-Butyl (S)-2-amino-2-(2-nitro-5-(trifluoromethyl)phenyl)propanoate N[C@@](C(=O)OC(C)(C)C)(C)C1=C(C=CC(=C1)C(F)(F)F)[N+](=O)[O-]